[Si](C)(C)(C(C)(C)C)OC1=C(C=C(C=C1C)C1=CC(=NN1)NC1=C(C=C(C=C1)NC(C)=O)C)C N-(4-((5-(4-((tert-butyldimethylsilyl)oxy)-3,5-dimethylphenyl)-1H-pyrazol-3-yl)amino)-3-methylphenyl)acetamide